ClCCCCN1C(=NC=C(C1=O)C1=CC=CC=C1)C 3-(4-chlorobutyl)-2-methyl-5-phenyl-3,4-dihydropyrimidin-4-one